C(C)N[C@H](C)C1=NC=C(C(=C1)C1=NN2C(C(=N1)OCCOCCC(CCC(F)F)N)=NC=C2)F 1-(2-((2-(2-((R)-1-(ethylamino)ethyl)-5-fluoropyridin-4-yl)imidazo[2,1-f][1,2,4]triazin-4-yl)oxy)ethoxy)-6,6-difluorohexan-3-amine